(R)-11-(difluoromethoxy)-12-(3-methoxy-3-methylbut-1-yn-1-yl)-3,3-dimethyl-8-oxo-2,3,8,13b-tetrahydro-1H-pyrido[2,1-a]pyrrolo[1,2-c]phthalazine-7-carboxylic acid FC(OC=1C(=CC=2[C@@H]3N(N4C(C2C1)=CC(C(=C4)C(=O)O)=O)C(CC3)(C)C)C#CC(C)(C)OC)F